C(#N)C=1C=NC2=C(C=C(C=C2C1NCC(C)(C)C)N[C@H](C=1N=NN(C1)C1(CCC1)C(=O)N)C1=C2C=CC=NC2=CC=C1)C#N (S)-1-(4-(((3,8-dicyano-4-(neopentylamino)quinolin-6-yl)amino)(quinolin-5-yl)methyl)-1H-1,2,3-triazol-1-yl)cyclobutane-1-carboxamide